(S)-1-(5-(4-ethyl-2-phenylhexa-2,3-dien-1-yl)-3-(4-fluorophenyl)-4,5-dihydro-1H-pyrazol-1-yl)ethan-1-one C(C)C(=C=C(C[C@H]1CC(=NN1C(C)=O)C1=CC=C(C=C1)F)C1=CC=CC=C1)CC